ClC=1C=CC(=C(C1)N1CC(CCC1)N1N=CC(=C1C(F)(F)F)C(=O)O)C=1C=NC(=CC1)C1CC1 1-[1-[5-chloro-2-(6-cyclopropyl-3-pyridinyl)phenyl]-3-piperidinyl]-5-(trifluoromethyl)pyrazole-4-carboxylic acid